C1[C@@]2(O)[C@H](O1)[C@@H](O)[C@H](O2)CO 1,2-O-methylene-α-D-xylofuranose